C(C)(C)(C)OC(=O)NC1(CC(C1)=O)C(=O)OCC Ethyl 1-((tert-butoxycarbonyl) amino)-3-oxocyclobutanecarboxylate